7-methoxy-2,4-dimethyl-1H-imidazo[4,5-c][1,8]Naphthyridine COC=1C=CC=2C3=C(C(=NC2N1)C)N=C(N3)C